ClC=1C(=C(C(=CC1)C(F)F)C1=CN=C(C=N1)C(F)F)F 6-(3-Chloro-6-(difluoromethyl)-2-fluorophenyl)-3-(difluoromethyl)pyrazine